1-[(S)-3-hydroxy-2-(phosphonomethoxy)propyl]cytosine dihydrate O.O.OC[C@H](CN1C(=O)N=C(N)C=C1)OCP(=O)(O)O